F[C@H]1[C@H]2CCC[C@@H](C[C@@H]1OC1=CC=C(N=N1)C1=C(C=C(C=C1)C=1C=NNC1)O)N2 2-(6-(((1r,2s,3s,5s)-2-fluoro-9-azabicyclo[3.3.1]non-3-yl)oxy)pyridazin-3-yl)-5-(1H-pyrazol-4-yl)phenol